bromopyrrolo[2,1-f][1,2,4]triazin-4-amine BrC1=NN2C(C(=N1)N)=CC=C2